F[C@@H]1CN(CC1)C1=CC2=C(C[C@](O2)(C)CO)C=C1NC(=O)C=1C=NN2C1N=CC=C2 N-[(2R)-6-[(3s)-3-Fluoropyrrolidin-1-yl]-2-(hydroxymethyl)-2-methyl-3H-benzofuran-5-yl]pyrazolo[1,5-a]pyrimidine-3-carboxamide